3-hydroxy-2,3-dihydro-2-phenylchromen-4-one OC1C(OC2=CC=CC=C2C1=O)C1=CC=CC=C1